FC=1C=C(C=CC1F)C=1C=C2C(=NC1)C(=NN2CC(=O)N(C)C)F 2-[6-(3,4-Difluorophenyl)-3-fluoro-pyrazolo[4,3-b]pyridin-1-yl]-N,N-dimethyl-acetamide